ClC1=CC=C(C=C1)C[C@H]1CC[C@@H](N1)[C@H](O)C=1C=NC=C(C1)F (R)-{(2R,5R)-5-[(p-chlorophenyl)methyl]-2-pyrrolidinyl}(5-fluoro-3-pyridyl)methanol